BrC=1C=CC(=NC1)N(C)C1CCCCC1 5-bromo-N-cyclohexyl-N-methylpyridin-2-amine